2-((S)-1-(4-(6-((1-(2,2-difluoroethyl)-1H-indazol-6-yl)methoxy)pyridin-2-yl)Piperidin-1-yl)ethyl)-3-(((S)-oxetan-2-yl)methyl)-3H-imidazo[4,5-b]pyridine-5-carboxylic acid Methyl ester COC(=O)C1=CC=C2C(=N1)N(C(=N2)[C@H](C)N2CCC(CC2)C2=NC(=CC=C2)OCC2=CC=C1C=NN(C1=C2)CC(F)F)C[C@H]2OCC2